1,1-dimethylpiperidinium iodide [I-].C[N+]1(CCCCC1)C